C1=CC=CC=2C3=CC=CC=C3C(C12)COC(=O)N1CSC([C@H]1C(=O)O)(C)C (R)-3-(((9H-fluoren-9-yl)methoxy)carbonyl)-5,5-dimethylthiazolidine-4-carboxylic acid